C1(CC1)N1CCN(CC1)C1CCN(CC1)C1=C(C=C(C(=C1)OC)NC1=NC=NC(=C1)N1OCC[C@@H]1C1=CC=CC2=CC=CC=C12)NC(C=C)=O N-(2-(4-(4-cyclopropylpiperazine-1-yl)piperidine-1-yl)-4-methoxy-5-((6-((R)-3-(naphthalene-1-yl)isoxazolidine-2-yl)pyrimidine-4-yl)amino)phenyl)acrylamide